O1C(CCC1)C(=O)O tetrahydro-2-furancarboxylic acid